O.[Na+].ClC1=C(OCC(=O)[O-])C=CC(=C1)Cl (2,4-Dichlorophenoxy)acetic acid sodium salt monohydrate